5-chloro-N-(4,4-dimethylcyclohexyl)-4-fluoro-1H-pyrrolo[2,3-c]pyridine-2-carboxamide ClC=1C(=C2C(=CN1)NC(=C2)C(=O)NC2CCC(CC2)(C)C)F